(S)-2-(pyrrolidin-1-yl)propan-1-ol N1(CCCC1)[C@H](CO)C